C(C)[N+](C)(CC)CC triethyl-methylammonium